CS(=O)(=O)C=1C=C(C=CC1)C1=NOC(=N1)C(C)NC(OC(C)(C)C)=O tert-butyl (1-(3-(3-(methylsulfonyl)phenyl)-1,2,4-oxadiazol-5-yl)ethyl)carbamate